ClC1=C(C(=O)N(C)C)C=CC(=C1)N[C@H]1CN(CC1)C1CCN(CC1)C(C(C(C)C)(C(F)(F)F)O)=O 2-chloro-4-((3R)-1-(1-(2-hydroxy-3-methyl-2-(trifluoromethyl)butanoyl)piperidin-4-yl)pyrrolidin-3-ylamino)-N,N-dimethylbenzamide